2-(2,6-dioxopiperidin-3-yl)-5-fluoroisoindole O=C1NC(CCC1N1C=C2C=CC(=CC2=C1)F)=O